1-(tert-butyl) 3-methyl (3R,6R)-4-(7-bromo-6-chloro-8-fluoro-3-nitroquinolin-4-yl)-6-methylpiperazine-1,3-dicarboxylate BrC1=C(C=C2C(=C(C=NC2=C1F)[N+](=O)[O-])N1[C@H](CN([C@@H](C1)C)C(=O)OC(C)(C)C)C(=O)OC)Cl